C(C)(C)(C)OC(=O)N1C2(CC2)CN(CC1)C=1C=CC=2N(C(C=C(N2)C=2C=C(C=3N(N2)C=C(N3)C)C([2H])([2H])[2H])=O)C1 7-(2-(2-methyl-8-(methyl-d3)imidazo[1,2-b]pyridazin-6-yl)-4-oxopyrido[1,2-a]pyrimidin-7-yl)-4,7-diazaspiro[2.5]octane-4-carboxylic acid tert-butyl ester